C1(CC1)C([C@@H](C1=NC2=C(N1)C=CC(=C2F)[C@H](CC(F)(F)F)C(NCC(C)(F)F)=O)NC(=O)C=2N(N=CN2)C(C)C)C2CC2 N-[(1S)-2,2-Dicyclopropyl-1-{5-[(1S)-1-(2,2-difluoropropylcarbamoyl)-3,3,3-trifluoro-propyl]-4-fluoro-1H-benzimidazol-2-yl}ethyl]-2-isopropyl-1,2,4-triazole-3-carboxamide